COC(=O)C1N(C(SC1)C(C)(C)C)C=O 2-tertiary butyl-3-formyltetrahydrothiazole-4-carboxylic acid methyl ester